COC(C[C@H](CCCC)C)=O (S)-3-methylheptanoic acid methyl ester